(E)-N-(4-(4-(difluoromethyl)-3-fluorophenyl)-5-fluorothiazol-2-yl)-5-((2-hydroxy-3-methoxybenzylidene)amino)-3-methylpyridine-2-sulfonamide FC(C1=C(C=C(C=C1)C=1N=C(SC1F)NS(=O)(=O)C1=NC=C(C=C1C)/N=C/C1=C(C(=CC=C1)OC)O)F)F